methyl (S)-3-(3-bromo-5-(2-oxoethyl)phenyl)-2-(((2-(trimethylsilyl)ethoxy)carbonyl)amino)propanoate BrC=1C=C(C=C(C1)CC=O)C[C@@H](C(=O)OC)NC(=O)OCC[Si](C)(C)C